tert-butyl 3-((4-chloro-2-fluorobenzyl)oxy)-1H-pyrazole-1-carboxylate ClC1=CC(=C(COC2=NN(C=C2)C(=O)OC(C)(C)C)C=C1)F